3-methoxy-N-methyl-4-((3-(1-(2,2,2-trifluoro-ethyl)-4-(((1S,4S)-4-(4-(trifluoromethyl)piperidin-1-yl)cyclohexyl)amino)-1H-indol-2-yl)prop-2-yn-1-yl)amino)benzamide COC=1C=C(C(=O)NC)C=CC1NCC#CC=1N(C2=CC=CC(=C2C1)NC1CCC(CC1)N1CCC(CC1)C(F)(F)F)CC(F)(F)F